(3R,3'R)-4,4'-(3-(3-methyl-1H-pyrazol-5-yl)isothiazolo[4,5-b]pyridine-5,7-diyl)bis(3-methylmorpholine) CC1=NNC(=C1)C1=NSC=2C1=NC(=CC2N2[C@@H](COCC2)C)N2[C@@H](COCC2)C